tert-butyl-[3-(4,5-dibromotriazol-2-yl)propoxy]-dimethyl-silane C(C)(C)(C)[Si](C)(C)OCCCN1N=C(C(=N1)Br)Br